(S)-N6-(2-(4-(2,3-Dichlorophenyl)piperazin-1-yl)ethyl)-N6-propyl-4,5,6,7-tetrahydrobenzo[d]thiazole-2,6-diamine hydrochloride Cl.ClC1=C(C=CC=C1Cl)N1CCN(CC1)CCN([C@@H]1CC2=C(N=C(S2)N)CC1)CCC